Cl.CC1(OC2=C(O1)C(=C(C=C2C2=CC1=C(OCO1)C=C2)C(=O)NCC=2C(NC(=CC2SC)C)=O)C)C2CCNCC2 2,7-dimethyl-N-((6-methyl-4-(methylthio)-2-oxo-1,2-dihydropyridin-3-yl)methyl)-2-(piperidin-4-yl)-[4,5'-bibenzo[d][1,3]dioxole]-6-carboxamide hydrochloride